CN1N=CC(=C1)C1=CC=CC=2N1N=C(N2)C(=O)N[C@@H]2C(N(C1=C(OC2)C=CC=C1)C)=O (S)-5-(1-methyl-1H-pyrazol-4-yl)-N-(5-methyl-4-oxo-2,3,4,5-tetrahydrobenzo[b][1,4]oxazepin-3-yl)-[1,2,4]triazolo[1,5-a]pyridine-2-carboxamide